(bromomethyl)-1,1-difluorocyclohexane BrCC1C(CCCC1)(F)F